ClC1=NC(=NC(=C1)C1=C(C=C(C=C1C)F)C)NS(=O)(=O)C=1C=C(C(=O)OC)C=CC1 Methyl 3-[[4-chloro-6-(4-fluoro-2,6-dimethyl-phenyl)pyrimidin-2-yl]sulfamoyl]benzoate